[N+](=[N-])=C1C(C=CC2=CC(=CC=C12)C1=CC=CC=C1)=O 1-diazo-6-phenylnaphthalene-2(1H)-one